C12C(CC(C3C4C=CC(C13)C4)C2)CCCCCCC2OC2 2-(6-(1,2,3,4,4a,5,8,8a-octahydro-1,4:5,8-dimethanonaphthalen-2-yl)hexyl)oxirane